2,5-dimethyl-phenyl sulfide CC1=C(C=C(C=C1)C)SC1=C(C=CC(=C1)C)C